7-bromo-5-chloro-6-iodo-1H-indazole BrC=1C(=C(C=C2C=NNC12)Cl)I